N=1N(N=C2C1C=CC=C2)C2=C(O)C=CC(=C2)O 2-(2H-benzotriazol-2-yl)-hydroquinone